FC(C)(F)C1=NC=CC(=C1)CN (2-(1,1-difluoroethyl)pyridin-4-yl)methylamine